CNC(=O)C1=CC2=C(N3C=4C=CC=CC4N=C13)N=C(C=C2)N2CCNCCC2 2-[1,4]Diazepan-1-yl-1,7,11b-triaza-benzo[c]fluorene-6-carboxylic acid methylamide